calcium sesquihydrate O.[Ca].O.O.[Ca]